montanyl dotriacontanoate C(CCCCCCCCCCCCCCCCCCCCCCCCCCCCCCC)(=O)OCCCCCCCCCCCCCCCCCCCCCCCCCCCC